methyl 3,5-dibromomethylbenzoate BrCC=1C=C(C(=O)OC)C=C(C1)CBr